C1(CCCC1)N1C2=NC(=NC=C2N=C1NC1=CC=CC=C1)NC1=CC=C(C=C1)N1CCC(CC1)N1CCN(CC1)CC=1C=C2C(N(C(C2=CC1F)=O)C1C(NC(CC1)=O)=O)=O 5-((4-(1-(4-((9-cyclopentyl-8-(phenylamino)-9H-purin-2-yl)amino)phenyl)piperidin-4-yl)piperazine-1-yl)methyl)-2-(2,6-dioxopiperidin-3-yl)-6-fluoroisoindoline-1,3-dione